ClC1=CC=C(C=C1)C=1C(=CC=CC1)S(=O)(=O)C1=CC=C(C=C1)NC(=O)NCC1=CC=NC=C1 1-[4-(4'-Chloro-biphenyl-2-sulfonyl)-phenyl]-3-pyridin-4-ylmethyl-urea